2-(furan-2-yl)-5-(3-((4-(3-(morpholinosulfonyl)pyridin-4-yl)piperazin-1-yl)methyl)piperidin-1-yl)-[1,2,4]triazolo[1,5-a][1,3,5]triazine-7-amine O1C(=CC=C1)C1=NN2C(N=C(N=C2N)N2CC(CCC2)CN2CCN(CC2)C2=C(C=NC=C2)S(=O)(=O)N2CCOCC2)=N1